ClC=1C=C(C=C2C(=C(C=NC12)C#N)NCC(C)(C)C)N[C@@H](C=1C(=NC(=CC1)OC)C)C=1N=NN(C1OC)C1(CC1)C(F)F (S)-8-chloro-6-(((1-(1-(difluoromethyl)cyclopropyl)-5-methoxy-1H-1,2,3-triazol-4-yl)(6-methoxy-2-methylpyridin-3-yl)methyl)amino)-4-(neopentylamino)quinoline-3-carbonitrile